C(C)(C)C=1C=C(SC1)C1(CC1)C=1NC(C=2CN(CCCC2N1)C(CC=1C=C(C=CC1)C1=CC(=CC=C1)C(F)(F)F)=O)=O 2-(1-(4-isopropylthiophen-2-yl)cyclopropyl)-6-(2-(3'-(trifluoromethyl)-[1,1'-biphenyl]-3-yl)acetyl)-3,5,6,7,8,9-hexahydro-4H-pyrimido[5,4-c]azepin-4-one